3-isopropyl-2-(2-methylpyridin-4-yl)-5-(2-(pyrrolidin-1-yl)ethoxy)-1H-indole C(C)(C)C1=C(NC2=CC=C(C=C12)OCCN1CCCC1)C1=CC(=NC=C1)C